C(C=C)(=O)OCCC[SiH2]OC(C)(C)C acryloyloxypropyl-tertiarybutyloxysilane